tert-Butyl 1-benzyl-3,3-difluorohexahydropyrrolo[3,4-b]pyrrole-5(1H)-carboxylate C(C1=CC=CC=C1)N1C2C(C(C1)(F)F)CN(C2)C(=O)OC(C)(C)C